FC(S(=O)(=O)OC=1C(=CC2=C(COC3=CC=C(C=C23)F)C1)C(NC1=CC=C(C=C1)CNC(=O)OC(C)(C)C)=O)(F)F 9-((4-(((tert-butoxycarbonyl)amino)methyl)phenyl)carbamoyl)-2-fluoro-6H-benzo[c]chromen-8-yl trifluoromethanesulfonate